ClC1=C(C=CC=C1OC)C(=O)N1C[C@H]2N(CC1)C[C@@H](CC2)C |r| (2-chloro-3-methoxyphenyl)-[rac-(7R,9aS)-7-methyl-1,3,4,6,7,8,9,9a-octahydropyrido[1,2-a]pyrazin-2-yl]methanone